FC1=CC=C(C=C1)C1(CCCC1)NC[C@@H]1CCC(N1)=O (5S)-5-[[[1-(4-fluorophenyl)cyclopentyl]amino]methyl]-2-pyrrolidone